CN1C(N(C2=NC(=NC=C12)NC=1C=NC(=CC1C)C=1C=NN(C1)C)N1CCOCC1)=O 7-methyl-2-((4-methyl-6-(1-methyl-1H-pyrazol-4-yl)pyridin-3-yl)amino)-9-morpholino-7,9-dihydro-8H-purin-8-one